BrC1=CC=C(OC2CC3(CNC3)C2)C=C1 6-(4-bromophenoxy)-2-azaspiro[3.3]heptane